di-tert-butyl (5-nitroquinolin-8-yloxy)methyl phosphate P(=O)(OC(C)(C)C)(OC(C)(C)C)OCOC=1C=CC(=C2C=CC=NC12)[N+](=O)[O-]